2-Methyl-1-(4-(2-((1-((4-(pyrrolidin-1-yl)butyl)sulfonyl)piperidin-4-yl)amino)-5-(trifluoromethyl)pyrimidin-4-yl)-1H-pyrazol-1-yl)propan-2-ol CC(CN1N=CC(=C1)C1=NC(=NC=C1C(F)(F)F)NC1CCN(CC1)S(=O)(=O)CCCCN1CCCC1)(C)O